(R)-N-(5-((6-Fluoro-5-(trifluoromethyl)pyridin-2-yl)oxy)-2-methoxyphenyl)-1-methyl-5-oxopyrrolidine-2-carboxamide FC1=C(C=CC(=N1)OC=1C=CC(=C(C1)NC(=O)[C@@H]1N(C(CC1)=O)C)OC)C(F)(F)F